5-(4-methoxyphenyl)furan-2-carbaldehyde COC1=CC=C(C=C1)C1=CC=C(O1)C=O